CO[Si](CCCS(C([S-])=S)CC#N)(OC)OC cyanomethyl [3-(trimethoxysilyl)propyl]trithiocarbonate